CC(=CCCC=C)CC(=C(C)C)C 6,8,9-trimethyl-1,5,8-decatriene